N-[(1H-benzimidazol-2-yl)methyl]-7-(3-fluorophenyl)-2-(morpholin-4-yl)imidazo[2,1-f][1,2,4]triazin-4-amine N1C(=NC2=C1C=CC=C2)CNC2=NC(=NN1C2=NC=C1C1=CC(=CC=C1)F)N1CCOCC1